C(OC1=C(C(OC12C(CCCC2)CCCC)=O)C2=C(C=C(C=C2)Cl)Cl)([O-])=O butyl-[2-(2,4-dichlorophenyl)-3-oxo-4-oxaspiro[4.5]dec-1-en-1-yl] carbonate